P(=O)(OC1=CNC2=CC=CC(=C12)C1=CCCN(C1)CC)(O)O [4-(1-Ethyl-3,6-dihydro-2H-pyridin-5-yl)-1H-indol-3-yl] dihydrogen phosphate